2-(1-(nitromethyl)cyclobutyl)acetic acid [N+](=O)([O-])CC1(CCC1)CC(=O)O